L-3,5-diaminobenzoic acid NC=1C=C(C(=O)O)C=C(C1)N